Ethyl 2-(bromomethyl)cyclopropane-1-carboxylate BrCC1C(C1)C(=O)OCC